C(C)N([C@H]1[C@@H](CC[C@@H]1C)OC1OC(C2=CC=CC=C12)=O)CC (((1R,2R,3S)-2-(diethylamino)-3-methylcyclopentyl)oxy)isobenzofuran-1(3H)-one